CC(CC1=CC=CC=C1)(C)CO alpha,alpha-dimethylphenethylcarbinol